C(C)(C)(C)OC(=O)N([C@H](C(=O)OCC1=CC=CC=C1N(C1=C(C=CC=C1)C1=CC=C(C=C1)OC(C)C)CC1=CC2=C(NC=N2)C=C1)CC(C)=O)C N-(1H-1,3-benzodiazol-5-ylmethyl)-2-[4-(prop-2-yloxy) phenyl]Anilinebenzyl (2S)-2-[[(tert-butoxy)carbonyl](methyl)amino]-4-oxopentanoate